O=C(C(=O)OCC)C(C1=CC=CC=C1)=O ethyl 2,3-dioxo-3-phenylpropanoate